C([C@@H]1[C@H]([C@H]([C@@H](O1)NC2=C(C(=O)NC(=N2)N)N)O)O)OP(=O)(O)OP(=O)(O)OP(=O)(O)O The molecule is a ribose 5-triphosphate compound having a 2,5-diamino-6-oxo-1,6-dihydropyrimidin-4-ylamino substituent at the 1-position. It has a role as a human metabolite and a mouse metabolite. It is a N-glycosyl compound, a ribose triphosphate, a pyrimidone and an aminopyrimidine.